N2-(4-methoxy-3-(2-methoxyethoxy)phenyl)-N4,6-dimethylpyrimidine-2,4-diamine COC1=C(C=C(C=C1)NC1=NC(=CC(=N1)NC)C)OCCOC